CC1=CC=C(C=C1)CC(=O)OC=1C=C(C=CC1)C1=CC(=CC=C1)NC(CC1=CC(=C(C=C1)O)OC)=O 3'-[2-(4-hydroxy-3-methoxyphenyl)acetamido][1,1'-biphenyl]-3-yl (4-methylphenyl)acetate